FC1=C(OC2=C(N=C(S2)C(=O)OC)C)C=CC(=C1)N1N=CNC1=O methyl 5-(2-fluoro-4-(5-oxo-4,5-dihydro-1H-1,2,4-triazol-1-yl)phenoxy)-4-methylthiazole-2-carboxylate